CC1=CC=C(C=C1)S(=O)(=O)N(C(=O)N)C1=CC(=CC=C1)OS(=O)(=O)C1=CC=C(C)C=C1 N-(p-toluenesulfonyl)-N-(3-p-toluenesulfonyloxyphenyl)urea